3-methyl-6,7-dihydro-5H-cyclopenta[c]pyridin-7-ol CC1=CC2=C(C=N1)C(CC2)O